C(C#CC(=O)O)(=O)O.CN(C1CC2=C(OC3=C2C=C(C=C3)NC(=O)C3=NC=NC=C3)CC1)C N-(N,N-dimethyl-1,2,3,4-tetrahydro-2-aminodibenzo-fur-8-yl)pyrimidine-4-carboxamide butyne-1,4-dioate